bis(iso-propylcyclopentadienyl)zirconium C(C)(C)C1(C=CC=C1)[Zr]C1(C=CC=C1)C(C)C